3-(2-(((butylthio)methyl)thio)-3-cyano-6-(thiazol-2-yl)pyridin-4-yl)benzoic acid C(CCC)SCSC1=NC(=CC(=C1C#N)C=1C=C(C(=O)O)C=CC1)C=1SC=CN1